di(ethylhexyl) hydrogen phosphite P(OC(CCCCC)CC)(OC(CCCCC)CC)O